OCCOC(CCO)C 3-(2-hydroxyethoxy)butanol